C(C1=CC=CC=C1)NC=1C=2N(N=C(C1)NCCCCOC)C(=NN2)C(C)C N8-benzyl-3-isopropyl-N6-(4-methoxybutyl)-[1,2,4]triazolo[4,3-b]pyridazine-6,8-diamine